C1(=CC=C(C=C1)CC(=O)O)C1=CC=CC=C1 (1,1'-Biphenyl)-4-acetic acid